2-Amino-4,6-dimethoxy-1,3,5-triazine NC1=NC(=NC(=N1)OC)OC